2-{[6-butyl-4-(4-methylphenyl)quinolin-2-yl](methyl)amino}acetic acid C(CCC)C=1C=C2C(=CC(=NC2=CC1)N(CC(=O)O)C)C1=CC=C(C=C1)C